calcium-iron-aluminum-zinc [Zn].[Al].[Fe].[Ca]